OC(C)(C)C=1C=CC(=NC1)C=1C=NC(=CC1NC1=NC(=CC(=C1)OC)S(=O)(=O)C)NC(C)=O N-(5-(2-hydroxypropan-2-yl)-4'-((4-methoxy-6-(methylsulfonyl)pyridin-2-yl)amino)-[2,3'-bipyridin]-6'-yl)acetamide